5-pentyl-2-[3-(trimethoxysilyl)propyl]-2H-tetrazole C(CCCC)C=1N=NN(N1)CCC[Si](OC)(OC)OC